CC1(C(N(C(N1CCN1CCOCC1)=O)CC1=NC(=NO1)C1=CC(=C(C=C1)OC=1C=NC=CC1C(F)(F)F)C(F)(F)F)=O)C 5,5-dimethyl-1-(2-morpholinoethyl)-3-((3-(3-(trifluoromethyl)-4-((4-(trifluoromethyl)pyridin-3-yl)oxy)phenyl)-1,2,4-oxadiazol-5-yl)methyl)imidazolidine-2,4-dione